(1R*,5S*)-(2RS)-N-(bicyclo[4.1.0]heptan-3-yl)-N-((2,3-dihydrobenzofuran-6-yl)methyl)-3-((4-methoxyphenyl)sulfonyl)-3-azabicyclo[3.1.0]hexane-2-carboxamide C12CC(CCC2C1)N(C(=O)[C@H]1[C@@H]2C[C@@H]2CN1S(=O)(=O)C1=CC=C(C=C1)OC)CC1=CC2=C(CCO2)C=C1 |&1:10,o1:11,13|